1-(2-Cyclohexylethynyl)benzene C1(CCCCC1)C#CC1=CC=CC=C1